NC1=NC=C(C2=C1C(=C(N2C)Br)C2=CC(=C(C=C2)OC2=NC=CC(=N2)C)F)C#N 4-amino-2-bromo-3-(3-fluoro-4-((4-methylpyrimidin-2-yl)oxy)phenyl)-1-methyl-1H-pyrrolo[3,2-c]pyridine-7-carbonitrile